Br/C=C/C1=CC=C(C=C1)S(=O)(=O)C (E)-1-(2-bromovinyl)-4-(methylsulfonyl)benzene